FC=1C=CC(=C2C=C(NC(C12)=O)CCC(=O)N1CCC(CC1)NC1=CC=C(C(=O)OC)C=C1)C methyl 4-((1-(3-(8-fluoro-5-methyl-1-oxo-1,2-dihydroisoquinolin-3-yl)propanoyl)piperidin-4-yl)amino)benzoate